adenosine-d4 [C@]1([C@](O)([C@](O)([C@@](CO)(O1)[2H])[2H])[2H])(N1C=NC=2C(N)=NC=NC12)[2H]